C(C)(C)(C)OC(=O)C1=CC=C(C=C1)N1CC2(CC1=O)CCN(CC2)CC2=CC(=C(C(=O)OCC=1OC(OC1C)=O)C=C2OCC)C2CC2 (5-methyl-2-oxo-1,3-dioxol-4-yl)methyl 4-((2-(4-(tert-butoxycarbonyl)phenyl)-3-oxo-2,8-diazaspiro[4.5]decan-8-yl)methyl)-2-cyclopropyl-5-ethoxybenzoate